[Ru].ClP(C(P(C1CCCCC1)(C1CCCCC1)(C1CCCCC1)Cl)C1=CC=CC=C1)(C1CCCCC1)(C1CCCCC1)C1CCCCC1 dichloro(phenylmethylene)bis(tricyclohexylphosphine) ruthenium